N-{(2S,3R,4S)-4-fluoro-1-(2-hydroxy-2-methylpropanoyl)-2-[(2,3',5'-trifluoro[1,1'-biphenyl]-3-yl)methyl]pyrrolidin-3-yl}-methanesulfonamide F[C@@H]1[C@@H]([C@@H](N(C1)C(C(C)(C)O)=O)CC=1C(=C(C=CC1)C1=CC(=CC(=C1)F)F)F)NS(=O)(=O)C